1-(2,5-difluorophenyl)-3-(4-methyl-5-oxo-1-phenylpyrrolidin-3-yl)urea FC1=C(C=C(C=C1)F)NC(=O)NC1CN(C(C1C)=O)C1=CC=CC=C1